[N+](=O)([O-])C1=CC=C(C=C1)NC1=CC=CC=C1 (4-nitrophenyl)aniline